ClC1=CC=C(C=C1)C(C(CC(=O)O)C=1SC=CC1)=O 4-(4-chlorophenyl)-4-oxo-3-(thiophen-2-yl)butyric acid